CC(C(=O)NC(C(C)C)S(=O)(=O)[O-])=C 2-Methylacrylamido-2-methylpropansulfonat